methyl 3-bromo-6-(pentan-3-ylcarbamoyl)picolinate BrC=1C(=NC(=CC1)C(NC(CC)CC)=O)C(=O)OC